NC=1C=C2C(CN(C(C2=CC1F)=O)C(=O)OCCCC)(C)C butyl 6-amino-7-fluoro-4,4-dimethyl-1-oxo-3H-isoquinoline-2-carboxylate